C(C=O)(=O)OC(C)(C)C tert-butyl glyoxalate